C(C)(C)(C)C1=CC(=NC=C1)N1C2=CC=CC=C2C=2C(=CC(=CC12)OC)F 9-(4-(tert-butyl)pyridin-2-yl)-4-fluoro-2-methoxy-9H-carbazole